FC1(CCC(CC1)NC1=NN2C(C=N1)=C(C=C2)C2=CC=C1C(=N2)N(C(=N1)C)CC)F N-(4,4-difluorocyclohexyl)-5-(3-ethyl-2-methyl-3H-imidazo[4,5-b]pyridin-5-yl)pyrrolo[2,1-f][1,2,4]triazin-2-amine